The molecule is a member of the class of isoxazoles carrying hydroxy and methyl substituents at positions 3 and 5 respectively. It is used worldwide as a systemic soil and seed fungicide for the control of diseases caused by Fusarium, Aphanomyces, Pythium, and Corticium spp. in rice, sugarbeet, fodderbeet, vegetables, cucurbits, and ornamentals. It has a role as an antifungal agrochemical. It is a member of isoxazoles and a heteroaryl hydroxy compound. CC1=CC(=O)NO1